(S)-4-(7-(8-ethyl-7-fluoro-3-hydroxynaphthalen-1-yl)-8-fluoro-2-(((2R,7aS)-2-fluorotetrahydro-1H-pyrrolizin-7a(5H)-yl)methoxy)quinazolin-4-yl)-6-methyl-1,4-oxazepan-6-ol C(C)C=1C(=CC=C2C=C(C=C(C12)C1=CC=C2C(=NC(=NC2=C1F)OC[C@]12CCCN2C[C@@H](C1)F)N1CCOC[C@](C1)(O)C)O)F